tert-butyl (S)-(2-(4-(cyclopentylidenemethyl)-2,2-dimethyloxazolidin-3-yl)-2-oxoethyl)carbamate C1(CCCC1)=C[C@@H]1N(C(OC1)(C)C)C(CNC(OC(C)(C)C)=O)=O